6-bromo-3-(ethylthio)imidazo[1,2-a]pyridin-2-amine BrC=1C=CC=2N(C1)C(=C(N2)N)SCC